3-amino-N-(4-(N-(methylsulfonyl)sulfamoyl)phenyl)-6-p-tolylpyrazine-2-carboxamide NC=1C(=NC(=CN1)C1=CC=C(C=C1)C)C(=O)NC1=CC=C(C=C1)S(NS(=O)(=O)C)(=O)=O